2-(4-chloro-7-methoxy-6-(1-methyl-2-oxo-1,2,3,4-tetrahydroquinolin-6-yl)-2H-indazol-2-yl)-2-((R)-6-fluoro-6,7-dihydro-5H-pyrrolo[1,2-c]imidazol-1-yl)acetic acid ethyl ester C(C)OC(C(C1=C2N(C=N1)C[C@@H](C2)F)N2N=C1C(=C(C=C(C1=C2)Cl)C=2C=C1CCC(N(C1=CC2)C)=O)OC)=O